N[C@@H]1CN(CCC1)C1=CC(=NC=C1C=1C=NN(C1)C(F)(F)F)NC1=NC(=NC=C1)C1=C(C=CC=C1OC)F (S)-N-(4-(3-aminopiperidin-1-yl)-5-(1-(trifluoromethyl)-1H-pyrazol-4-yl)pyridin-2-yl)-2-(2-fluoro-6-methoxyphenyl)pyrimidin-4-amine